C(C)(=O)N1[C@@H]2CN([C@H](C1)C2)C=2C(=C(C=C(C2)C#N)NC2=NC=1N(C(=N2)NC2CC2)N=CC1C#N)Cl 2-({3-[(1S,4S)-5-acetyl-2,5-diazabicyclo[2.2.1]heptan-2-yl]-2-chloro-5-cyanophenyl}amino)-4-(cyclopropylamino)pyrazolo[1,5-a][1,3,5]triazine-8-carbonitrile